CN(C1CC(NC(C1)(C)C)(C)C)C=1N=NC(=CC1)C1=NC2=CC=CC=C2N=C1 methyl-(6-quinoxalin-2-yl-pyridazin-3-yl)-(2,2,6,6-tetramethyl-piperidin-4-yl)-amine